2-fluoro-3-[2-(dimethylamino)ethyl]-1H-indol-4-yl propionate C(CC)(=O)OC1=C2C(=C(NC2=CC=C1)F)CCN(C)C